N1(OC2(C3=CC=CC=C13)CNC2)C2C(NC(CC2)=O)=O 3-(2'-oxaspiro[azetidine-3,3'-indoline]-1'-yl)piperidine-2,6-dione